(3ar,5r,6as)-2-(6-amino-5-(2-chloro-3-methylphenyl)pyrazin-2-yl)-5-methyl-octahydrocyclopenta[c]pyrrol-5-amine NC1=C(N=CC(=N1)N1C[C@@H]2[C@H](C1)CC(C2)(N)C)C2=C(C(=CC=C2)C)Cl